(S)-6-(3,5-Dimethylisoxazol-4-yl)-N-((1-methylazetidin-3-yl)methylYl)-4-(3-phenylmorpholino)quinazoline-2-carboxamide chromium-copper [Cu].[Cr].CC1=NOC(=C1C=1C=C2C(=NC(=NC2=CC1)C(=O)N=CC1CN(C1)C)N1[C@H](COCC1)C1=CC=CC=C1)C